3-[(pyridin-4-ylcarbonyl)amino]Benzamide N1=CC=C(C=C1)C(=O)NC=1C=C(C(=O)N)C=CC1